[N+](=O)([O-])C1=CC=C(C=C1)OC(NC1=CC(=C(C=C1)C1=CN=C(S1)C12CCC(CC1)(CC2)NC(=O)OC(C)C)S(NC(C)(C)C)(=O)=O)=O N-[3-(tert-butylsulfamoyl)-4-[2-[4-(isopropoxycarbonylamino)-1-bicyclo[2.2.2]octanyl]thiazol-5-yl]phenyl]carbamic acid (4-nitrophenyl) ester